C1=NC(=C2C(=N1)N(C=N2)[C@H]3[C@@H]([C@@H]([C@H](O3)COP(=O)([O-])OP(=O)(O)[O-])O)O)N.[Mg+2] The molecule is a magnesium salt composed of Mg(2+) and ADP(2-) ions in a 1:1 ratio. Magnesium-ADP is a potassium channel activator. It has a role as a potassium channel opener. It contains an ADP(2-). It is a conjugate acid of a MgADP(1-).